methyl 3-(5-amino-6-((1-(1-methylpiperidin-4-yl)-1H-pyrazol-4-yl) oxy) pyrazin-2-yl)-5-methylbenzoate NC=1N=CC(=NC1OC=1C=NN(C1)C1CCN(CC1)C)C=1C=C(C(=O)OC)C=C(C1)C